C(C=C)(=O)N[C@@H]1CN(CCC1)C(=O)OC(C)(C)C tert-Butyl (3S)-3-(prop-2-enoylamino)piperidine-1-carboxylate